C[Si](CCOCN1N=CN=C1C#N)(C)C 1-((2-(trimethylsilyl)ethoxy)methyl)-1H-1,2,4-triazole-5-carbonitrile